2-((3-(difluoromethyl)-1-methyl-1H-pyrazol-5-yl)oxy)-1-(4-(trifluoromethyl)phenyl)ethan-1-one-O-methyl oxime CON=C(COC1=CC(=NN1C)C(F)F)C1=CC=C(C=C1)C(F)(F)F